The molecule is an amino acid zwitterion resulting from a transfer of a proton from the carboxy group to the amino group of L-mimosine; major microspecies at pH 7.3 (according to Marvin v 6.2.0.). It is a tautomer of a L-mimosine. C1=CN(C=C(C1=O)O)C[C@@H](C(=O)[O-])[NH3+]